4-((3-(3-Methyl-4-nitrophenyl)-2-(trifluoromethyl)oxazolidin-5-yl)methoxy)benzonitril CC=1C=C(C=CC1[N+](=O)[O-])N1C(OC(C1)COC1=CC=C(C#N)C=C1)C(F)(F)F